C1(=CC=C(C=C1)C(=O)NC1=C(N=C(N1)CC1=CC=C(OCC(=O)O)C=C1)C(N)=O)C1=CC=CC=C1 2-(4-((5-([1,1'-biphenyl]-4-carboxamido)-4-carbamoyl-1H-imidazol-2-yl)methyl)phenoxy)acetic acid